Cl.O1N=C(C2=C1C=CC=C2)C=2C(=NC=CC2)[C@H](CC2=NC(=CC=C2F)C)N (S)-1-[3-(Benzo[d]isoxazol-3-yl)pyridine-2-yl]-2-(3-fluoro-6-methylpyridine-2-yl)ethan-1-amine hydrochloride